1-[7-(3-chloro-1-isopropyl-1H-indazol-5-yl-methoxy)-2H-chromen-3-ylmethyl]-azepan ClC1=NN(C2=CC=C(C=C12)COC1=CC=C2C=C(COC2=C1)CN1CCCCCC1)C(C)C